C(CCCCCCCCC)C=1C=CC(=C(C=O)C1)OC(F)(F)F 5-decyl-2-(trifluoromethoxy)benzaldehyde